rac-tert-butyl N-[3-methyl-5-[[2-[(2R,5S)-5-methyl-2-[4-[[(2,2,2-trifluoroacetyl)amino]methyl]-phenyl]-1-piperidyl]-2-oxo-acetyl]amino]-2-pyridyl]carbamate CC=1C(=NC=C(C1)NC(C(=O)N1[C@H](CC[C@@H](C1)C)C1=CC=C(C=C1)CNC(C(F)(F)F)=O)=O)NC(OC(C)(C)C)=O |r|